BrC=1C=CC=2N(C1)C(=C(N2)C2=CC=CC=C2)C=O 6-BROMO-2-PHENYLIMIDAZO[1,2-A]PYRIDINE-3-CARBALDEHYDE